C(C1=CC=CC=C1)C(C(=O)N)C1=CC=2NC3=CC(=CC=C3C2C=C1)C benzyl-2-(7-methyl-9H-carbazol-2-yl)acetamide